ClC1=CC=C(CN2CCN(CC2)C(=O)N2N=C(C=C2)C(=O)NC)C=C1 1-(4-(4-chlorobenzyl)piperazine-1-carbonyl)-N-methyl-1H-pyrazole-3-carboxamide